CSC=1C=C(C=CC1B1OC(C(O1)(C)C)(C)C)NC(OC(C)C)=O isopropyl N-[3-methylsulfanyl-4-(4,4,5,5-tetramethyl-1,3,2-dioxaborolan-2-yl)phenyl]carbamate